C(C)[N+]1=CC2=C3C(C=CC=C13)=CC=C2 1-ethylbenzo[cd]-indolium